ClC1=CC=C2C(NC(N(C2=C1)C1=C(C=CC=C1)Cl)=O)=O 7-chloro-1-(2-chlorophenyl)quinazolin-2,4(1H,3H)-dione